C(C)(=O)C1=CC=C(S1)C(=O)NC=1C=CC=C2C=CC(=NC12)C 5-acetyl-N-(2-methylquinolin-8-yl)thiophene-2-carboxamide